NC1=NC=NN2C1=C(C=C2C=2C=C(C(=NC2)OC)C(=O)N[C@@H]2CN(C[C@@H]2F)C([C@@](C(F)(F)F)(C)O)=O)C(F)F 5-[4-amino-5-(difluoromethyl)pyrrolo[2,1-f][1,2,4]triazin-7-yl]-N-[(3R,4S)-4-fluoro-1-[(2R)-3,3,3-trifluoro-2-hydroxy-2-methylpropanoyl]pyrrolidin-3-yl]-2-methoxypyridine-3-carboxamide